4-Benzyloxazolidin-2-one C(C1=CC=CC=C1)C1NC(OC1)=O